tert-butyl 4-(7-bromoimidazo[1,2-a]pyridin-3-yl)piperazine-1-carboxylate BrC1=CC=2N(C=C1)C(=CN2)N2CCN(CC2)C(=O)OC(C)(C)C